BrC=1C=NN2C1OC[C@H](C2)N(C(OC(C)(C)C)=O)C (S)-tert-butyl (3-bromo-6,7-dihydro-5H-pyrazolo[5,1-b][1,3]oxazin-6-yl)(methyl)carbamate